C=C[C@@H](CC)S(=O)(=O)N (R)-PENT-1-ENE-3-SULFONAMIDE